(R)-3-amino-N-(1-(3,4-dichlorophenyl)-2-(dimethylamino)ethyl)-4-(trifluoromethoxy)benzenesulfonamide NC=1C=C(C=CC1OC(F)(F)F)S(=O)(=O)N[C@@H](CN(C)C)C1=CC(=C(C=C1)Cl)Cl